FC1=C(C(=CC2=CC=C(C=C12)CCO)O)N1CC(NS1(=O)=O)=O 5-[1-fluoro-3-hydroxy-7-(2-hydroxyethyl)naphthalen-2-yl]-1λ6,2,5-thiadiazolidine-1,1,3-trione